FC(OC1=C(C=CC(=C1)F)[C@H]1[C@@H](O[C@]([C@H]1C)(C(F)(F)F)C)C(=O)NC1=CC(=NC=C1)C(=O)N)F 4-((2R,3S,4S,5R)-3-(2-(difluoromethoxy)-4-fluorophenyl)-4,5-dimethyl-5-(trifluoromethyl)tetrahydrofuran-2-carboxamido)picolinamide